4-methyl-3-((1-(1-(tetrahydro-2H-pyran-4-yl)-1H-pyrazol-4-yl)-1H-benzo[d]imidazol-5-yl)ethynyl)-N-(4-(trifluoromethyl)pyridin-2-yl)benzamide CC1=C(C=C(C(=O)NC2=NC=CC(=C2)C(F)(F)F)C=C1)C#CC1=CC2=C(N(C=N2)C=2C=NN(C2)C2CCOCC2)C=C1